C(CCCCC)N1C(N(CCC1)CCCCCC)=O 1,3-dihexyltetrahydro-2(1H)-pyrimidinone